8-amino-6-fluoro-2-(2-(hydroxymethyl)azetidine-1-carbonyl)-5-methyl-3,4-dihydronaphthalen-1(2H)-one NC=1C=C(C(=C2CCC(C(C12)=O)C(=O)N1C(CC1)CO)C)F